3-{6-amino-5-[1-(2,6-dichloro-3-fluoro-phenyl)-ethoxy]-pyridin-3-yl}-phenol NC1=C(C=C(C=N1)C=1C=C(C=CC1)O)OC(C)C1=C(C(=CC=C1Cl)F)Cl